C(C)(=O)N1CCC(CC1)N1N=CC(=C1C(=O)NC1=NC=C(C=C1F)C#CC1=CC=CC=C1)Cl 1-(1-acetylpiperidin-4-yl)-4-chloro-N-(3-fluoro-5-(phenylethynyl)pyridin-2-yl)-1H-pyrazole-5-carboxamide